C1(=CC=CC=C1)C1OCC2N1C(C1C2O1)=O 4-phenyltetrahydro-4H,6H-oxireno[2',3':3,4]pyrrolo[1,2-c]oxazol-6-one